C(C)(=O)C1=CC=C(OC2CN(C2)C=2C(=C(C(=O)O)C=CC2)N2C=CC=C2)C=C1 3-(3-(4-acetylphenoxy)azetidin-1-yl)-2-(1H-pyrrol-1-yl)benzoic acid